(S,S) or (S,R)-N'-((1-hydroxy-1,2,3,5,6,7-hexahydro-s-indacen-4-yl)carbamoyl)-5-(2-hydroxypropan-2-yl)thiazole-2-sulfonimidamide O[C@H]1CCC2=C(C=3CCCC3C=C12)NC(=O)N=[S@@](=O)(N)C=1SC(=CN1)C(C)(C)O |o1:1|